2-((3S,4S)-3-amino-4-fluoropyrrolidin-1-yl)-5-(4-chloro-2-methyl-2H-indazol-5-yl)-3-methyl-3,7-dihydro-4H-pyrrolo[2,3-d]pyrimidin-4-one N[C@H]1CN(C[C@@H]1F)C=1N(C(C2=C(N1)NC=C2C2=C(C1=CN(N=C1C=C2)C)Cl)=O)C